C1(CC1)C1=C(C(=NO1)C1=NNC2=NC=NC(=C21)N)I 3-(5-cyclopropyl-4-iodo-isoxazol-3-yl)-1H-pyrazolo[3,4-d]pyrimidin-4-amine